NC(C(=O)N1CCC(CC1)C=1N=C(NC(C1Cl)=O)C1=CC=NC=C1)C 4-[1-(2-aminopropionyl)-4-piperidinyl]-5-chloro-2-(4-pyridinyl)-1H-pyrimidin-6-one